C(=C)C1=C2C=CC=NC2=CC=N1 5-vinyl-1,6-naphthyridine